FC1(C(N(C2=C(O1)C=C(C(=C2)C2=C(C(=C(C(=C2F)F)F)F)F)F)CCC=2C=C(C(=O)OC)C=CC2)=O)F methyl 3-(2-(2,2,7-trifluoro-3-oxo-6-(perfluorophenyl)-2,3-dihydro-4H-benzo[b][1,4]oxazin-4-yl)ethyl)benzoate